(E)-5-((2-(2,6-dioxopiperidin-3-yl)-1,3-dioxoisoindolin-4-yl)amino)-N-(3-(6-methoxy-5-((4-(3-(5-nitrothiophen-2-yl)acrylamido)phenyl)sulfonamido)pyrazin-2-yl)propyl)pentanamide O=C1NC(CCC1N1C(C2=CC=CC(=C2C1=O)NCCCCC(=O)NCCCC1=NC(=C(N=C1)NS(=O)(=O)C1=CC=C(C=C1)NC(\C=C\C=1SC(=CC1)[N+](=O)[O-])=O)OC)=O)=O